C(C)(C)(C)OC(=O)N1CCN(CC1)S(=O)(=O)N1C=[N+](C=C1)C.O oxidane, 1-((4-(tert-butoxycarbonyl)piperazin-1-yl)sulfonyl)-3-methyl-1H-imidazol-3-ium salt